CC(=CCC/C(=C/CC/C(=C/CC/C(=C\\CC/C(=C\\CC/C(=C\\CC/C(=C\\CC/C(=C\\CC/C(=C\\CC/C(=C\\CC/C(=C\\COP(=O)(O)OP(=O)(O)O[C@@H]1[C@@H]([C@H]([C@@H]([C@H](O1)CO)O[C@H]2[C@@H]([C@H]([C@@H]([C@H](O2)CO)O)O)O)O)O)/C)/C)/C)/C)/C)/C)/C)/C)/C)/C)C The molecule is a polyprenyl phospho oligosaccharide that is a disaccharide consisting of two glucose residues linked via a diphospho group to undecaprenol. It is a conjugate acid of a beta-D-Glc-(1->4)-alpha-D-Glc-1-diphospho-ditrans,polycis-undecaprenol(2-).